ClC1=C(C=CC=C1)C1=CC(=CC=C1)C1=CC2=CC=CC=C2C=C1 2-(2'-chloro-[1,1'-biphenyl]-3-yl)naphthalene